(E)-3-(4-(8-((1R,3s,5S)-8-azabicyclo[3.2.1]octan-3-yl)-7-oxo-7,8-dihydro-5H-pyridazino[3,4-d][1,3]oxazin-3-yl)-3-(methoxymethoxy)phenyl)-N-methylacrylamide [C@H]12CC(C[C@H](CC1)N2)N2C(OCC1=C2N=NC(=C1)C1=C(C=C(C=C1)/C=C/C(=O)NC)OCOC)=O